di(Boc)amide C(=O)(OC(C)(C)C)[N-]C(=O)OC(C)(C)C